3-[4-(5-Formylpyrazin-2-yl)piperazin-1-yl]Propionic acid ethyl ester C(C)OC(CCN1CCN(CC1)C1=NC=C(N=C1)C=O)=O